C1=CC=CC=2C3=CC=CC=C3C(C12)(C1=C2C=CC(=CC2=CC=C1)OC(C)O)C1=C2C=CC(=CC2=CC=C1)OC(C)O 5,5'-(9-fluorenylidene)-bis(2-naphthyloxyethanol)